OC1=C(C=C(C=C1)C=CC(CC(C=CC1=CC(=C(C=C1)O)OC)=O)=O)OC 1,7-bis[4-Hydroxy-3-methoxyphenyl]-1,6-heptadiene-3,5-dione